FC1=NC(=CC(=C1)C)C1=COC=C1 2-fluoro-6-(furan-3-yl)-4-methylpyridine